3-azido-5-butyl-1-(4-methylbenzenesulfonyl)indoline N(=[N+]=[N-])C1CN(C2=CC=C(C=C12)CCCC)S(=O)(=O)C1=CC=C(C=C1)C